N1OC=C2N1CCC2 5,6-dihydro-4H-pyrrolo[1,2-c][1,2,3]oxadiazol